(4,4-difluoro-1-piperidinyl)(3-(3-methyl-3H-imidazo[4,5-b]pyridin-6-yl)-6-quinoxalinyl)methanone FC1(CCN(CC1)C(=O)C=1C=C2N=C(C=NC2=CC1)C=1C=C2C(=NC1)N(C=N2)C)F